N(=C=S)C(CCCCCC(=O)OCCCCC(CCCCCC)CCCCCC)CCCCCC(=O)OCCCCCCCCCCC 1-(5-hexylundecyl) 13-undecyl 7-isothiocyanatotridecanedioate